NN1CCCC2=CC=CC=C12 N-amino-3,4-dihydroquinoline